2-((2S)-4-(7-(8-Chloronaphthalen-1-yl)-6,8-difluoro-2-((tetrahydro-1H-pyrrolizin-7a(5H)-yl)methoxy)quinazoline-4-yl)piperazin-2-yl)acetonitrile ClC=1C=CC=C2C=CC=C(C12)C1=C(C=C2C(=NC(=NC2=C1F)OCC12CCCN2CCC1)N1C[C@@H](NCC1)CC#N)F